1-[3-(4-bromotriazol-2-yl)-4-chloro-2-pyridyl]ethanamine BrC1=NN(N=C1)C=1C(=NC=CC1Cl)C(C)N